NC1=C(C=C(N=N1)C(=O)NC1=CC=C(C=C1)C(=O)N1C[C@H](N[C@H](C1)C)C)O[C@H](C)C1=C(C(=CC=C1Cl)F)Cl 6-amino-5-[(1R)-1-(2,6-dichloro-3-fluorophenyl)ethoxy]-N-[4-[(3R,5S)-3,5-dimethylpiperazine-1-carbonyl]phenyl]pyridazine-3-carboxamide